ClC=1C=CC(=NC1)CN1C(=NC2=C1C=C(C(=C2)F)F)N2C[C@H](C(CC2)(F)F)N (3R)-1-(1-((5-chloro-2-pyridinyl)methyl)-5,6-difluoro-1H-benzoimidazol-2-yl)-4,4-difluoro-3-piperidinamine